CC1=CC=C(C=C1)C(=O)O The molecule is a methylbenzoic acid in which the methyl substituent is located at position 4. It is a conjugate acid of a p-toluate.